C1(CCC1)CC(=O)NC=1C=C(SC1)C1=CN=CC(=N1)C1=CC(=C(C(=O)N(C)C2CC3(CN(C3)C3CC3)C2)C=C1)OC 4-(6-(4-(2-cyclobutylacetamido)thiophen-2-yl)pyrazin-2-yl)-N-(2-cyclopropyl-2-azaspiro[3.3]heptan-6-yl)-2-methoxy-N-methylbenzamide